(3,4,5-trifluorophenyl)pyridine-3-carboxamide FC=1C=C(C=C(C1F)F)C1=NC=CC=C1C(=O)N